2-(6-chloro-4-methoxypyridin-3-yl)-1H-pyrrole-1-carboxylic acid tert-butyl ester C(C)(C)(C)OC(=O)N1C(=CC=C1)C=1C=NC(=CC1OC)Cl